[13C](C(=O)C)(=O)OCC#C propargyl [1-13C]pyruvate